C1=C(C=CC2=CC=CC=C12)S(=O)(=O)NN naphthalene-2-sulfonohydrazide